FC1C(C1)C(=O)NC=1SC2=C(N1)C=CC(=C2)C2=C(C=CC=C2)CO 2-fluoro-N-(6-(2-(hydroxymethyl)phenyl)benzo[d]thiazol-2-yl)cyclopropane-1-carboxamide